ClC1=C(N=C(NC1=O)C1=CC(=NC=C1)F)C1(CCOCC1)C 5-chloro-2-(2-fluoro-4-pyridinyl)-4-(4-methyltetrahydropyran-4-yl)-1H-pyrimidin-6-one